6-(1,6-diazaspiro[3.3]heptan-6-yl)-N-[2-(trifluoromethyl)-4-pyridyl]pyrido[3,2-d]pyrimidin-4-amine N1CCC12CN(C2)C=2C=CC=1N=CN=C(C1N2)NC2=CC(=NC=C2)C(F)(F)F